C1(C=CC=C1)[Ti](C1=C(C(=CC=C1F)NC(CC)=O)F)(C1=C(C(=CC=C1F)NC(CC)=O)F)C1C=CC=C1 bis(cyclopentadienyl)bis[2,6-difluoro-3-(N-methylacetylamino)phenyl]titanium